N-(1-(4-chlorophenyl)-2,2,2-trifluoroethyl)-N-ethyl-1-methyl-2-oxo-1,2-dihydroquinoxaline-5-sulfonamide ClC1=CC=C(C=C1)C(C(F)(F)F)N(S(=O)(=O)C=1C=2N=CC(N(C2C=CC1)C)=O)CC